4-[(7S)-1-oxa-8-azaspiro[4.5]dec-7-yl]benzoate O1CCCC12C[C@H](NCC2)C2=CC=C(C(=O)[O-])C=C2